bipyridine-4,4'-diol N1=C(C=C(C=C1)O)C1=NC=CC(=C1)O